(2-(4-nitrophenoxy)ethyl)pyrrolidine [N+](=O)([O-])C1=CC=C(OCCN2CCCC2)C=C1